ClC1=CC=C(C=C2C(N(C(N2C)=[Se])CCCN2CCOCC2)=O)C=C1 5-(4-chlorobenzylidene)-1-methyl-3-(3-morpholinopropyl)-2-selenoxoimidazolidin-4-one